(1S,3S,4S,5R)-5-[(tert-butyldiphenylsilyl)oxy]-2-azabicyclo[2.2.1]Heptane-2,3-dicarboxylic acid 2-tert-butyl 3-ethyl ester C(C)OC(=O)[C@H]1N([C@@H]2C[C@H]([C@H]1C2)O[Si](C2=CC=CC=C2)(C2=CC=CC=C2)C(C)(C)C)C(=O)OC(C)(C)C